N-(5-{[(1S,2S)-2-hydroxycyclohexyl]carbamoyl}-2-methylphenyl)-1,3-thiazole-5-carboxamide O[C@@H]1[C@H](CCCC1)NC(=O)C=1C=CC(=C(C1)NC(=O)C1=CN=CS1)C